allyl-xanthic acid C(C=C)OC(=S)S